C(C)C=1C(=CC2=C(N(C(N2)=O)[C@H]2CN(CCC2)C2CCOCC2)C1)C=1C=C(C=2N(C1)N=CN2)OC (R)-6-ethyl-5-(8-methoxy-[1,2,4]triazolo[1,5-a]pyridin-6-yl)-1-(1-(tetrahydro-2H-pyran-4-yl)piperidin-3-yl)-1,3-dihydro-2H-benzo[d]imidazol-2-one